C1(CC1)C1=NC=NC(=C1C1=NC=C2C(=N1)N(N=C2S(=O)(=O)C)CC2=CC=C(C=C2)C=2N(C=C(N2)C(F)(F)F)CC)OC 6-(4-cyclopropyl-6-methoxypyrimidin-5-yl)-1-(4-(1-ethyl-4-(trifluoromethyl)-1H-imidazol-2-yl)benzyl)-3-(methylsulfonyl)-1H-pyrazolo[3,4-d]pyrimidine